3-(trifluoromethylthio)chlorobenzene FC(SC=1C=C(C=CC1)Cl)(F)F